O1C(=CC2=C1C=CC=C2)C(=O)N benzofuran-2-carboxamide